N-(cyclopropylsulfonyl)-3-((2,6-dimethylbenzyl)thio)benzamide C1(CC1)S(=O)(=O)NC(C1=CC(=CC=C1)SCC1=C(C=CC=C1C)C)=O